N-acetyl-muramyl-L-alanyl-D-glutaminyl-L-alanine C(C)(=O)N([C@@H](C)C(=O)N[C@H](CCC(N)=O)C(=O)N[C@@H](C)C(=O)O)C1[C@H](N)[C@@H](O[C@@H](C(=O)O)C)[C@H](O)[C@H](O1)CO